C(C)(C)C1=C(C=CC=C1C)C isopropyl-2,6-dimethylbenzene